C(C)(C)C=1N(C=CN1)CC1=CC=C(C=C1)C1=NOC(=N1)C(F)(F)F 3-[4-[(2-isopropylimidazol-1-yl)methyl]phenyl]-5-(trifluoromethyl)-1,2,4-oxadiazole